N1=PN=CC=C1 1,3,2-diazaphosphorin